Cl.FC1=CC=C(C=C1)C=1C(=NN(C1)C)C=1C(=NNC1)C1CNCC1 (4-fluorophenyl)-1-methyl-3'-(pyrrolidin-3-yl)-1H,1'H-3,4'-bipyrazole HCl salt